N-((3R,5S)-5-((1H-1,2,3-Triazol-1-yl)methyl)pyrrolidin-3-yl)-5-(5-cyano-2-(pyrrolidin-1-yl)pyridin-3-yl)-1,3,4-oxadiazole-2-carboxamide TFA salt OC(=O)C(F)(F)F.N1(N=NC=C1)C[C@@H]1C[C@H](CN1)NC(=O)C=1OC(=NN1)C=1C(=NC=C(C1)C#N)N1CCCC1